Diisopropyl Phthalate (diisopropylphthalate) C(C)(C)C=1C(=C(C(C(=O)O)=CC1)C(=O)O)C(C)C.C(C=1C(C(=O)OC(C)C)=CC=CC1)(=O)OC(C)C